C1(=CC=CC=C1)N1C2=CC=CC=C2C=2C=C(C=CC12)C=1C=CC=2N(C3=CC=CC=C3C2C1)C1=CC=CC=C1 diphenyl-9H,9'H-3,3'-bicarbazole